C(#N)C1=CC=C(C=C1)C=1NC2=NC=C(C(=C2C1)NCCCNC(=O)C1CCC1)C(F)(F)F N-(3-((2-(4-cyanophenyl)-5-trifluoromethyl-7-azaindol-4-yl)amino)propyl)cyclobutylcarboxamide